C(C)OC1=C(C=C2C(=C3C(=NC2=C1)CCCCC3)NC3CCNCC3)OC N-{3-ethoxy-2-methoxy-6H,7H,8H,9H,10H-cyclohepta[b]quinolin-11-yl}piperidin-4-amine